FC(C=1C=C(C=C(C1)C(F)(F)F)C1=NN(C=N1)/C=C(/C(=O)N)\C1=CC=C2C=NNC2=C1)(F)F (E)-3-(3-(3,5-bis(trifluoromethyl)phenyl)-1H-1,2,4-triazol-1-yl)-2-(1H-indazol-6-yl)acrylamide